α,α-dimethyl-m-isopropenyl-benzyl isocyanate CC(C1=CC(=CC=C1)C(=C)C)(C)N=C=O